1-(4-((1R,2S)-6-hydroxy-2-(1-methyl-1H-pyrazol-3-yl)-1,2,3,4-tetrahydronaphthalen-1-yl)phenyl)piperidine-4-carbaldehyde OC=1C=C2CC[C@@H]([C@@H](C2=CC1)C1=CC=C(C=C1)N1CCC(CC1)C=O)C1=NN(C=C1)C